C1(=CC=C(C2=CC=CC=C12)C=1OC2=C(N1)C=CC=C2)C=2OC1=C(N2)C=CC=C1 2,2'-(1,4-Naphthalenediyl)bis-benzoxazole